3-bromo-4-methyl-1,2-thiazole BrC1=NSC=C1C